ClC1=C(C=NC2=C1N(C=1C=CC(=CC21)CN2CCC1(CN(C1)C)CC2)CC(F)(F)F)C#N 4-Chloro-8-[(2-methyl-2,7-diazaspiro[3.5]nonan-7-yl)methyl]-5-(2,2,2-trifluoroethyl)pyrido[3,2-b]indole-3-carbonitrile